(S)-(1-(6-amino-2-morpholinooxazolo[4,5-b]pyridin-5-yl)pyrrolidin-3-yl)carbamic acid tert-butyl ester C(C)(C)(C)OC(N[C@@H]1CN(CC1)C1=C(C=C2C(=N1)N=C(O2)N2CCOCC2)N)=O